N-[3-[[4-[[3-(2,3-Difluoro-4-methoxy-phenyl)imidazo[1,2-a]pyrazin-8-yl]amino]-2-ethyl-benzoyl]amino]propyl]piperidine-4-carboxamide FC1=C(C=CC(=C1F)OC)C1=CN=C2N1C=CN=C2NC2=CC(=C(C(=O)NCCCNC(=O)C1CCNCC1)C=C2)CC